1-[1-(Propan-2-yl)piperidin-4-yl]-4-(6-{1H-pyrrolo[2,3-b]pyridine-3-yl}pyridine-2-yl)-1,4-diazepane CC(C)N1CCC(CC1)N1CCN(CCC1)C1=NC(=CC=C1)C1=CNC2=NC=CC=C21